CN(CCNC(=O)C1=CC(=NC2=CC=C(C=C12)F)C1=CC(=NC2=CC=C(C=C12)F)C1=CC(=CC=C1)F)C N-(2-dimethylamino-1-ethyl)-2'-(3-fluorophenyl)-6,6'-difluoro-2,4'-biquinoline-4-amide